C12CN(CC(N1)C2)C=2OC1=C(N2)C(=CC=C1C1=NC=C(C=C1)Cl)OC(C(CC)O)(F)F 1-((2-(3,6-diazabicyclo[3.1.1]heptan-3-yl)-7-(5-chloropyridin-2-yl)benzo[d]oxazol-4-yl)oxy)-1,1-difluoro-3-methylpropan-2-ol